CC1=C(C=CC(=C1)C)S(=O)(=O)C=1N=NN2C1NC(C1=CC(=C(C=C21)OCCO)O)=O 3-(2,4-dimethylphenyl)sulfonyl-7-hydroxy-8-(2-hydroxyethoxy)-4H-triazolo[1,5-a]quinazolin-5-one